N1(N=NN=C1)C1=CC=C(C=C1)C1=CC=C2C(=N1)SC(=N2)OC(C)C2CCN(CC2)C2=NC(=NO2)C(C)C 5-(4-(1-((5-(4-(1H-tetrazol-1-yl)phenyl)thiazolo[5,4-b]pyridin-2-yl)oxy)ethyl)piperidin-1-yl)-3-isopropyl-1,2,4-oxadiazol